C(CC)C(CCCC)C=C 5-propyl-6-heptene